C[C@@]12CCC[C@H]1[C@@H]1CCC3CC(CC[C@]3(C)[C@H]1CC2)O 3-Androstanol